bis(dicarboxyphenoxy)tetra(trifluoromethyl)benzene C(=O)(O)C=1C(=C(OC2=C(C(=C(C(=C2C(F)(F)F)C(F)(F)F)C(F)(F)F)C(F)(F)F)OC2=C(C(=CC=C2)C(=O)O)C(=O)O)C=CC1)C(=O)O